C(C)(C)(C)ON=O.BrC1=C(C=C(C(=N1)OC=1C(=C(C=CC1)C[C@@H]1N(CC([C@@H]1NS(=O)(=O)C1CC1)(F)F)C(=O)OC(C)(C)C)F)Cl)F tert-Butyl (2S,3R)-2-({3-[(6-bromo-3-chloro-5-fluoropyridin-2-yl)oxy]-2-fluorophenyl}methyl)-3-[(cyclopropanesulfonyl)amino]-4,4-difluoropyrrolidine-1-carboxylate tert-Butylnitrite